NC=1N=C(SC1C(C1=CC=CC=C1)=O)N(C(OC(C)(C)C)=O)C1=CC=CC=C1 Tert-butyl N-(4-amino-5-benzoyl-thiazol-2-yl)-N-phenyl-carbamate